2-(2-ethoxy-3-pyridinyl)-N-(imidazo[1,2-a]pyridin-5-ylmethyl)-5-isopropyl-7-methyl-imidazo[1,5-b]pyridazin-4-amine C(C)OC1=NC=CC=C1C=1C=C(C=2N(N1)C(=NC2C(C)C)C)NCC2=CC=CC=1N2C=CN1